ethyl 5-(((5-fluoro-2-hydroxypyridin-3-yl)methyl)(methyl) amino)pyrazolo[1,5-a]pyrimidine-3-carboxylate FC=1C=C(C(=NC1)O)CN(C1=NC=2N(C=C1)N=CC2C(=O)OCC)C